ClC1=C(C(=O)N)C(=CC=C1F)Cl 2,6-dichloro-3-fluorobenzamide